5-(hydroxymethyl)-2-methylthiophene-3-carbonitrile OCC1=CC(=C(S1)C)C#N